5-[(4S,9aR)-4-methyl-8-(5,6,7,8-tetrahydro-1,6-naphthyridin-2-yl)-3,4,6,7,9,9a-hexahydro-1H-pyrazino[1,2-a]pyrazin-2-yl]-2-deuterio-quinoline-8-carbonitrile C[C@H]1CN(C[C@H]2N1CCN(C2)C2=NC=1CCNCC1C=C2)C2=C1C=CC(=NC1=C(C=C2)C#N)[2H]